4-bromo-2-[3-[[1-[1-(4-piperidyl)cyclopropyl]-4-piperidyl]oxy]cyclobutoxy]pyridine 4-mercapto-butanesulphinate trihydrate O.O.O.SCCCCS(=O)O.BrC1=CC(=NC=C1)OC1CC(C1)OC1CCN(CC1)C1(CC1)C1CCNCC1